BrC1=CC(=C(C(=C1)CO)O)CO 4-bromo-2,6-bis(hydroxymethyl)phenol